BrC=1C(N(C=CC1)C1CCOCC1)=O bromo-1-(tetrahydro-2H-pyran-4-yl)pyridin-2(1H)-one